N-(6-Iodopyridazin-3-yl)-2-(4-trifluoromethylpyridin-2-yl)acetamide IC1=CC=C(N=N1)NC(CC1=NC=CC(=C1)C(F)(F)F)=O